tert-butyl N-allyl-N-(2-methoxy-4-methylsulfonyl-phenyl)carbamate C(C=C)N(C(OC(C)(C)C)=O)C1=C(C=C(C=C1)S(=O)(=O)C)OC